C1(CC1)C=1NC(=C(CC1C(=O)[O-])C(=O)[O-])C=O 2-cyclopropyl-6-formyl-1,4-dihydropyridine-3,5-dicarboxylate